(R)-3-(1-((7-bromo-4-methylphthalazin-1-yl)amino)ethyl)-2-methylbenzonitrile BrC1=CC=C2C(=NN=C(C2=C1)N[C@H](C)C=1C(=C(C#N)C=CC1)C)C